(R)-4-(2-(1H-benzo[d]imidazol-1-yl)-7-(methylsulfonyl)thieno[3,2-d]pyrimidin-4-yl)-3-methylmorpholine N1(C=NC2=C1C=CC=C2)C=2N=C(C1=C(N2)C(=CS1)S(=O)(=O)C)N1[C@@H](COCC1)C